[C@@H]1(C[C@H](CCC1)NC(OCC1(N2CCC(C1=O)CC2)COC)=O)NC(OCC2(N1CCC(C2=O)CC1)COC)=O bis((2-(methoxymethyl)-3-oxoquinuclidin-2-yl)methyl) ((1R,3S)-cyclohexane-1,3-diyl)dicarbamate